NC1CCC(CC1)(O)C(C(F)(F)F)(F)F 4-amino-1-(1,1,2,2,2-pentafluoroethyl)cyclohexan-1-ol